((methyl-d3)amino)-2-(2,3,5-trichlorophenyl)oxazole-4-carbonitrile C([2H])([2H])([2H])NC1=C(N=C(O1)C1=C(C(=CC(=C1)Cl)Cl)Cl)C#N